3-(5'-benzyloxy-4'-methoxy-2'-methylphenyl)-1-(2-hydroxy-4,5-dimethoxyphenyl)-1-propanone C(C1=CC=CC=C1)OC=1C(=CC(=C(C1)CCC(=O)C1=C(C=C(C(=C1)OC)OC)O)C)OC